ClC1=C(C2=C(N=N1)N(CCC2)C=2SC(=C(N2)C(=O)OC)CCCOC2=C(C=C(C=C2)C#C[Si](C)(C)C)F)C methyl 2-(3-chloro-4-methyl-6,7-dihydro-5H-pyrido[2,3-c]pyridazin-8-yl)-5-[3-[2-fluoro-4-(2-trimethylsilylethynyl)phenoxy] propyl]thiazole-4-carboxylate